ONC(/C=C/C1=C(C=CC=C1)N1CCC(CC1)NC(=O)C1=COC=C1)=O (E)-N-(1-(2-(3-(hydroxyamino)-3-oxoprop-1-en-1-yl)phenyl)piperidin-4-yl)furan-3-carboxamide